[Cl-].[Cl-].[O-]CC.[O-]CC.[Zr+4] zirconium diethoxide dichloride